3-(4-(5-amino-6-(3-(2-fluoro-4-((1-fluoropropan-2-ylamino)methyl)phenyl)isoxazol-5-yl)pyrazin-2-yl)phenylsulfonyl)butan-1-ol NC=1N=CC(=NC1C1=CC(=NO1)C1=C(C=C(C=C1)CNC(CF)C)F)C1=CC=C(C=C1)S(=O)(=O)C(CCO)C